Calcium malat Natrium tartrat C(=O)([O-])C(O)C(O)C(=O)[O-].[Na+].C(C(O)CC(=O)O)(=O)[O-].[Ca+2]